gulofuranose OC1[C@H](O)[C@H](O)[C@@H](O1)[C@H](O)CO